(1R,4r)-4-(2-(1-((R)-2-(1,3,4-oxadiazol-2-yl)-2-azaspiro[3.4]octan-6-yl)piperidin-4-yl)phenyl)cyclohexan-1-ol O1C(=NN=C1)N1CC2(C1)C[C@@H](CC2)N2CCC(CC2)C2=C(C=CC=C2)C2CCC(CC2)O